2,4-dibromo-1-naphthol BrC1=C(C2=CC=CC=C2C(=C1)Br)O